CNC(C)CC1=CC2=C(C=C1)OCO2 N-methyl-3,4-methylenedioxy-amphetamine